((3-fluoro-4-nitrophenyl) sulfonyl) piperidine-3-carboxylate N1CC(CCC1)C(=O)OS(=O)(=O)C1=CC(=C(C=C1)[N+](=O)[O-])F